7-[3,3-bis(hydroxymethyl)azetidin-1-yl]-6-fluoro-4-oxo-N-[1,1,1,2,2-pentafluoro-4,4-dimethylpent-3-yl]-1-(2,4,6-trifluorophenyl)-1,4-dihydro-1,8-naphthyridine-3-carboxamide OCC1(CN(C1)C1=C(C=C2C(C(=CN(C2=N1)C1=C(C=C(C=C1F)F)F)C(=O)NC(C(C(F)(F)F)(F)F)C(C)(C)C)=O)F)CO